ethyl 3-(4-fluorophenyl)-1-methyl-2,4-dioxo-1,2,3,4-tetrahydropyrimidin-5-formate FC1=CC=C(C=C1)N1C(N(C=C(C1=O)C(=O)OCC)C)=O